N-Boc-3,4-dihydroxyaniline C(=O)(OC(C)(C)C)NC1=CC(=C(C=C1)O)O